N-((4-((((R)-1,4-dioxan-2-yl)methyl)amino)-3-nitrophenyl)sulfonyl)-2-((1H-pyrrolo[2,3-b]pyridin-5-yl)oxy)-4-(4-((S)-2-(2-cyclopropylphenyl)pyrrolidin-1-yl)cyclohexyl)benzamide O1[C@@H](COCC1)CNC1=C(C=C(C=C1)S(=O)(=O)NC(C1=C(C=C(C=C1)C1CCC(CC1)N1[C@@H](CCC1)C1=C(C=CC=C1)C1CC1)OC=1C=C2C(=NC1)NC=C2)=O)[N+](=O)[O-]